1-(4-methoxynaphthalene-1-yl)-2-(4-fluorophenyl)ethane COC1=CC=C(C2=CC=CC=C12)CCC1=CC=C(C=C1)F